N1=C(C=CC=C1)OCC1(CC=CCC1)C(=O)[O-] 1-((pyridin-2-yloxy)methyl)cyclohex-3-ene-1-carboxylate